(S)-2-(3-(3,3-difluoro-1-(fluoro(4-methyl-4H-1,2,4-triazol-3-yl)methyl)cyclobutyl)phenyl)-6-(pyrrolidin-1-ylmethyl)-4-(trifluoromethyl)isoindolin-1-one FC1(CC(C1)([C@@H](C1=NN=CN1C)F)C=1C=C(C=CC1)N1C(C2=CC(=CC(=C2C1)C(F)(F)F)CN1CCCC1)=O)F